FC(C(CC(=O)C(F)(F)F)=O)(F)F 1,3-bistrifluoromethyl-1,3-propanedione